C(#N)C1=C(N=C(S1)N(C1=C(N=C2N1C=C(C=C2)C=2C=NC(=NC2)C(C)S(=O)(=O)N)CC)CC)C2=CC=C(C=C2)F (5-(3-((5-cyano-4-(4-fluorophenyl)thiazol-2-yl)(ethyl)amino)-2-ethylimidazo[1,2-a]pyridin-6-yl)pyrimidin-2-yl)ethane-1-sulfonamide